CC1=NOC(=C1C1=CC=C2C(=N1)N(C=C2C2=NC(=NC=C2C(F)(F)F)NC2CC1(CCN(C1)C(=O)OC(C)(C)C)CC2)S(=O)(=O)C2=CC=CC=C2)C tert-butyl 7-((4-(6-(3,5-dimethylisoxazol-4-yl)-1-(benzenesulfonyl)-1H-pyrrolo[2,3-b]pyridin-3-yl)-5-(trifluoromethyl) pyrimidin-2-yl) amino)-2-azaspiro[4.4]nonane-2-carboxylate